1-methylsulfonyl-4-[(2S)-2-[2-methyl-3-(trideuteriomethoxy)phenyl]pyrrolidin-3-yl]piperidine hydrochloride Cl.CS(=O)(=O)N1CCC(CC1)C1[C@H](NCC1)C1=C(C(=CC=C1)OC([2H])([2H])[2H])C